(3-((1R,4R)-4-((Dimethylamino)methyl)-cyclohexyl)-1,2,3-oxadiazol-3-ium-5-yl)((3-(2-oxo-3-phenylpyrrolidin-1-yl)-5-(trifluoromethyl)-phenyl)carbamoyl)amide CN(C)CC1CCC(CC1)[N+]1=NOC(=C1)[N-]C(NC1=CC(=CC(=C1)C(F)(F)F)N1C(C(CC1)C1=CC=CC=C1)=O)=O